3-(5-methoxy-1-oxo-6,7,8,9-tetrahydro-2,9a-diazabenzo[cd]azulen-2(1H)-yl)piperidine-2,6-dione COC=1C=CC=2N(C(N3CCCCC1C23)=O)C2C(NC(CC2)=O)=O